O[C@H]1C=2C=CC(=CC2CC[C@@H]1[C@H]1N2C(C3=CC=CC=C13)=CN=C2)C(=O)N (5R,6R)-5-Hydroxy-6-((R)-5H-imidazo[5,1-a]isoindol-5-yl)-5,6,7,8-tetrahydronaphthalen-2-carboxamid